(5-(hydroxymethyl)furyl)-5,7-dimethoxyquinazolin-4(3H)-one OCC1=CC=C(O1)C1=NC2=CC(=CC(=C2C(N1)=O)OC)OC